C1(=CC=CC=C1)COC1=CC(=CC=C1)C(=C)C 1-(phenylmethyloxy)-3-(prop-1-en-2-yl)benzene